2-[4-((3S)-3-piperidinyl)phenyl]-2H-indazole-7-carboxamide N1C[C@@H](CCC1)C1=CC=C(C=C1)N1N=C2C(=CC=CC2=C1)C(=O)N